C(C1=CC=CC=C1)OC1=C(C(=CC(=C1)O)O)C(=O)N1CC2=C(C=CC=C2CC1)NCCOC (2-(Benzyloxy)-4,6-dihydroxyphenyl)(8-((2-methoxyethyl)amino)-3,4-dihydroisoquinolin-2(1H)-yl)methanone